[O-]CCCC Butoxid